C[Si](CCOCN1N=CN=C1)(C)C 1-((2-(trimethylsilyl)ethoxy)methyl)-1H-1,2,4-triazole